3,5-dichloropyridine-2-carboxamide ClC=1C(=NC=C(C1)Cl)C(=O)N